tert-butyl (4-(4-amino-3-(6-hydroxy-1H-indol-2-yl)-1H-pyrazolo[3,4-d]pyrimidin-1-yl)butyl)carbamate NC1=C2C(=NC=N1)N(N=C2C=2NC1=CC(=CC=C1C2)O)CCCCNC(OC(C)(C)C)=O